[3,3-difluoro-2-(hydroxymethyl)allyl]carbamic acid tert-butyl ester C(C)(C)(C)OC(NCC(=C(F)F)CO)=O